methacryloyl ethyl-carboxylate C(C)C(=O)OC(C(=C)C)=O